2-Methyl-5-((1-methyl-1H-pyrazol-4-yl)amino)benzoic acid CC1=C(C(=O)O)C=C(C=C1)NC=1C=NN(C1)C